C(C)(C)(C)OC(=O)N1CC=2C(=NN3C2C(CCC(C3)O)(F)F)C[C@H]1C (3R)-tert-Butyl-11,11-difluoro-8-hydroxy-3-methyl-3,4,8,9,10,11-hexahydro-1H-pyrido[4',3':3,4]pyrazolo[1,5-a]azepine-2(7H)-carboxylate